(S)-8-(4-(1-phenylethoxy)phenyl)-6-(1,2,3,6-tetrahydropyridin-4-yl)-9H-purine C1(=CC=CC=C1)[C@H](C)OC1=CC=C(C=C1)C=1NC2=NC=NC(=C2N1)C=1CCNCC1